Cl.C(C1=CC=CC=C1)OC1=NN2C(C=3N([C@H](C2)C)C=NC3)=C1 (S)-9-(benzyloxy)-5-methyl-5,6-dihydroimidazo[1,5-a]pyrazolo[5,1-c]pyrazine hydrochloride